FCCN1C=C(C=C1)C(=O)O 1-(2-fluoroethyl)-1H-pyrrole-3-carboxylic acid